(S)-diphenyl-2-pyrrolidinemethanol C1(=CC=CC=C1)[C@]1(N(CCC1)C1=CC=CC=C1)CO